2-(4-amino-4-phenylpiperidin-1-yl)-5-(4-chloro-2-(methyl-d3)-2H-Indazol-5-yl)-7-((2-(trimethylsilyl)ethoxy)methyl)-7H-pyrrolo[2,3-d]pyrimidine-4-carbonitrile NC1(CCN(CC1)C=1N=C(C2=C(N1)N(C=C2C2=C(C1=CN(N=C1C=C2)C([2H])([2H])[2H])Cl)COCC[Si](C)(C)C)C#N)C2=CC=CC=C2